C(C)(C)(C)OC(=O)N1C(C2=CC(=CC(=C2C1C1=C(C=CC(=C1)F)Cl)[N+](=O)[O-])C=1C=NN(C1)C1CC1)C(F)(F)F 3-(2-chloro-5-fluorophenyl)-6-(1-cyclopropyl-1H-pyrazol-4-yl)-4-nitro-1-(trifluoromethyl)isoindoline-2-carboxylic acid tert-butyl ester